3-((4-(1H-imidazol-1-yl)-6-morpholino-1,3,5-triazin-2-yl)amino)-4-methyl-N-(3-(trifluoromethyl)phenyl)benzamide N1(C=NC=C1)C1=NC(=NC(=N1)N1CCOCC1)NC=1C=C(C(=O)NC2=CC(=CC=C2)C(F)(F)F)C=CC1C